F[C@@H]1C[C@@]2(CCCN2C1)COC=1N=C(C2=C(N1)C(=C(N=C2)C2=CC(=CC1=CC=C(C(=C21)C#C)F)O)F)N2C1CCCC2CC1 4-(2-{[(2R,7aS)-2-fluoro-hexahydro-1H-pyrrolizin-7a-yl]methoxy}-4-{8-azabicyclo[3.2.1]octan-8-yl}-8-fluoropyrido[4,3-d]pyrimidin-7-yl)-5-ethynyl-6-fluoronaphthalen-2-ol